NCCCC[C@@H](C(=O)N[C@H](C(=O)N[C@H](C(=O)N[C@@H](CCCCN)C=1OC(=NN1)C)C)C)NC(CCCCCCCCCCCCCCC)=O N-((S)-6-amino-1-(((S)-1-(((S)-1-(((S)-5-amino-1-(5-methyl-1,3,4-oxadiazol-2-yl)pentyl)amino)-1-oxopropan-2-yl)amino)-1-oxopropan-2-yl)amino)-1-oxohexan-2-yl)palmitamide